(((4R)-4-fluoro-1-methylpyrrolidin-2-yl)methoxy)-4a,8a-dihydroquinoline-3-acetonitrile F[C@@H]1CC(N(C1)C)COC1=NC2C=CC=CC2C=C1CC#N